(S)-2-(6-cyclopropylpyridin-3-yl)-N-(3-(1-((2-ethyl-2H-pyrazolo[3,4-b]pyrazin-6-yl)amino)ethyl)-4-methylphenyl)acetamide C1(CC1)C1=CC=C(C=N1)CC(=O)NC1=CC(=C(C=C1)C)[C@H](C)NC=1C=NC=2C(N1)=NN(C2)CC